C(C)(C)(C)OC(=O)N1C(C=2N(CC1)C(=NN2)C(F)(F)F)C.CC2C=1N(CCN2)C(=NN1)C(F)(F)F 8-Methyl-3-(trifluoromethyl)-5,6,7,8-tetrahydro-[1,2,4]triazolo[4,3-a]pyrazine tert-Butyl-8-methyl-3-(trifluoromethyl)-5,6-dihydro-[1,2,4]triazolo[4,3-a]pyrazine-7(8H)-carboxylate